C(C)S(=O)(=O)C1=CC=C(C=C1)[C@H](CO)NC(C1=CC=C(C=C1)N1CC(N(CC1)C)C1=CC=C(C=C1)C(F)(F)F)=O N-((R)-1-(4-(ethylsulfonyl)phenyl)-2-hydroxyethyl)-4-(4-methyl-3-(4-(trifluoromethyl)phenyl)piperazin-1-yl)benzamide